C(C)(C)(C)P(C(C)(C)C)=S di-t-butylphosphine sulfide